ClC1=CC=C(C=C1)\C(=C(/CC)\C1=CC=CC=C1)\C1=CC=C(C=C1)O (E)-4-(1-(4-chlorophenyl)-2-phenylbut-1-en-1-yl)phenol